ClCC1=NC(=NC=N1)CCl 2,6-bis(chloromethyl)-s-triazine